6-(1-tetrahydropyran-2-ylindazol-6-yl)-N2-[1-[1-(2-trimethylsilylethoxymethyl)imidazol-4-yl]cyclopropyl]-1,3,5-triazine-2,4-diamine O1C(CCCC1)N1N=CC2=CC=C(C=C12)C1=NC(=NC(=N1)NC1(CC1)C=1N=CN(C1)COCC[Si](C)(C)C)N